[N+](=O)([O-])[O-].C(C)OC([C@H](CC(C)C)NC(=O)OC[N+]1=CC(=CC=C1)C(NCCO[N+](=O)[O-])=O)=O (S)-1-((((1-Ethoxy-4-methyl-1-oxopentan-2-yl)carbamoyl)oxy)methyl)-3-((2-(nitrooxy)ethyl)carbamoyl)pyridin-1-ium nitrate